(7,8-dichloro-4-(1H-imidazol-1-yl)quinolin-2-yl(isopropyl)amino)propyl 4-methylbenzenesulfonate CC1=CC=C(C=C1)S(=O)(=O)OCCCN(C(C)C)C1=NC2=C(C(=CC=C2C(=C1)N1C=NC=C1)Cl)Cl